salicylic acid octyl-salicylate C(CCCCCCC)OC=1C(C(=O)O)=CC=CC1.C(C=1C(O)=CC=CC1)(=O)O